FC=1C(=C(C=CC1F)[C@H]1[C@@H](O[C@]([C@H]1C)(C(F)(F)F)C)C(=O)NC=1C(=NN(C1)C(F)F)C)C(C)O |o1:8,9,11,12| (2R*,3S*,4S*,5R*)-3-(3,4-difluoro-2-(1-hydroxyethyl)phenyl)-N-(1-(difluoromethyl)-3-methyl-1H-pyrazol-4-yl)-4,5-dimethyl-5-(trifluoromethyl)tetrahydrofuran-2-carboxamide